N-{6,7-dimethoxy-1H,2H,3H-cyclopenta[b]quinolin-9-yl}-2,5-dimethylpiperidin-4-amine COC=1C(=CC=2C(=C3C(=NC2C1)CCC3)NC3CC(NCC3C)C)OC